(3r,4r)-4-({7-bromo-5-fluoropyrrolo[2,1-f][1,2,4]triazin-2-yl}amino)piperidin-3-ol BrC1=CC(=C2C=NC(=NN21)N[C@H]2[C@@H](CNCC2)O)F